C1(CC1)CN1C(=CC2=CC=CC(=C12)OC[C@@H]1NC(CC1)=O)C1=NN2C(C(=CC(=C2)C(=O)OC)OC)=C1C methyl (R)-2-(1-(cyclopropylmethyl)-7-((5-oxopyrrolidin-2-yl)methoxy)-1H-indol-2-yl)-4-methoxy-3-methylpyrazolo[1,5-a]pyridine-6-carboxylate